2,6-Dichloro-3-{[(2,2-dimethylpropanoyl)amino]methyl}-N-(1-methyl-1H-indazol-4-yl)benzamide ClC1=C(C(=O)NC2=C3C=NN(C3=CC=C2)C)C(=CC=C1CNC(C(C)(C)C)=O)Cl